C(C)(C)(C)OC(=O)N1CC(C(CC1)CN1CCC(CC1)C1=CC=C2C(=NN(C2=C1)C)C=1C(=NC(=CC1)OCC1=CC=CC=C1)O)F tert-butyl-4-((4-(3-(6-(benzyloxy)-2-hydroxypyridin-3-yl)-1-methyl-1H-indazol-6-yl)piperidin-1-yl)methyl)-3-fluoropiperidine-1-carboxylate